3-[4-(azetidin-3-yl)anilino]piperidine-2,6-dione trifluoroacetate FC(C(=O)O)(F)F.N1CC(C1)C1=CC=C(NC2C(NC(CC2)=O)=O)C=C1